5-(5-(5-fluoro-1-methyl-1H-pyrrolo[2,3-b]pyridin-3-yl)hexahydrocyclopenta[c]pyrrol-2(1H)-yl)-2-morpholinobenzo[d]oxazole hydrochloride Cl.FC=1C=C2C(=NC1)N(C=C2C2CC1C(CN(C1)C=1C=CC3=C(N=C(O3)N3CCOCC3)C1)C2)C